ClC=1C=NC=CC1CC#N 2-(3-chloropyridin-4-yl)acetonitrile